(4-(4-(((R)-1-(3-(difluoromethyl)-2-fluorophenyl)ethyl)amino)-2-methyl-8,9-dihydrofuro[2,3-h]quinazolin-6-yl)-4-hydroxypiperidin-1-yl)((S)-tetrahydrofuran-3-yl)methanone FC(C=1C(=C(C=CC1)[C@@H](C)NC1=NC(=NC2=C3C(=C(C=C12)C1(CCN(CC1)C(=O)[C@@H]1COCC1)O)OCC3)C)F)F